(2S)-4-[(2S)-2-ethyl-1-piperidyl]-N-[(1S)-1-(4-fluoro-1H-benzimidazol-2-yl)ethyl]-4-oxo-2-(3-phenylpropanoylamino)butanamide C(C)[C@@H]1N(CCCC1)C(C[C@@H](C(=O)N[C@@H](C)C1=NC2=C(N1)C=CC=C2F)NC(CCC2=CC=CC=C2)=O)=O